2-thia-3-oxo-octane O=C(SC)CCCCC